COC1=CC=C(C=C1)C=1N=C(SC1)NC(=N)N (4-(4-methoxyphenyl)-1,3-thiazol-2-yl)guanidine